C(C1=CC=CC=C1)C1=NOC(=C1C)C(CN1C(C=CC(=C1)C#C)=O)=O 1-(2-(3-benzyl-4-methylisoxazol-5-yl)-2-oxoethyl)-5-ethynylpyridin-2(1H)-one